C1(CC1)N1C(C=C(C=C1)C=1N=C2C(=NC1)N=C(S2)NC(OC(C)(C)C)=O)=O tert-butyl (6-(1-cyclopropyl-2-oxo-1,2-dihydropyridin-4-yl)thiazolo[4,5-b]pyrazin-2-yl)carbamate